ethyl 6-(1-ethoxyvinyl)-3-ethylsulfonyl-imidazo[1,2-a]pyridine-2-carboxylate C(C)OC(=C)C=1C=CC=2N(C1)C(=C(N2)C(=O)OCC)S(=O)(=O)CC